acryloxytetradecyltrimethoxysilane C(C=C)(=O)OCCCCCCCCCCCCCC[Si](OC)(OC)OC